ClC=1C=C(C=C(C1OCCCl)C#N)C(C)(C)C1=CC=C(OCC2=NC(=NC(=C2)C2CCN(CC2)CCCC2OCCO2)NS(=O)(=O)C)C=C1 N-[4-[[4-[1-[3-chloro-4-(2-chloroethoxy)-5-cyano-phenyl]-1-methyl-ethyl]phenoxy]methyl]-6-[1-[3-(1,3-dioxolan-2-yl)propyl]-4-piperidyl]pyrimidin-2-yl]methanesulfonamide